The molecule is the (R)-enantiomer of 3-hydroxyoctanoic acid; an important building block in the biomedical and pharmaceutical fields. It is a 3-hydroxyoctanoic acid and a (3R)-3-hydroxy fatty acid. It is an enantiomer of a (S)-3-hydroxyoctanoic acid. CCCCC[C@H](CC(=O)O)O